3-(sec-butyl)-4-(pyridazine-3-carbonyl)-1,3,4,5-tetrahydro-2H-benzo[1,4]diazepin-2-one C(C)(CC)C1C(NC2=C(CN1C(=O)C=1N=NC=CC1)C=CC=C2)=O